2-(2-Fluoroethoxy)-2,3-dihydro-1H-inden FCCOC1CC2=CC=CC=C2C1